3-((di-isobutylthiophosphoryl)thio)-2-methylpropionic acid C(C(C)C)P(=S)(CC(C)C)SCC(C(=O)O)C